ClC(C(C)C)(Cl)Cl 1,1,1-trichloro-2-methylpropane